ClC1=C(N=C(C=2C(N3[C@@H](COC21)CN(CC3)C(=O)OC(C)(C)C)=O)N[C@@H](C)C3=CC=CC=C3)C3=C(C=CC=C3O)F tert-butyl (6aR)-4-chloro-3-(2-fluoro-6-hydroxyphenyl)-12-oxo-1-(((S)-1-phenylethyl)amino)-6a,7,9,10-tetrahydro-12H-pyrazino[2,1-c]pyrido[3,4-f][1,4]oxazepine-8(6H)-carboxylate